ClC1=C2N=CN(C2=NC=N1)[C@@H]1O[C@@H]([C@@H]2[C@H]1OC(O2)(C)C)COCP(OCC)(OCC)=O diethyl ((((3aR,4R,6R,6aR)-6-(6-chloro-9H-purin-9-yl)-2,2-dimethyltetrahydrofuro[3,4-d][1,3]dioxol-4-yl)methoxy)methyl)phosphonate